OC1CNC2=CC=CC=C12 dihydro-3-hydroxy-1H-indol